NCC1=NNC(C2=CC=C(C=C12)C=1C=NN(C1C1=C(C2=C(CC3(CC3)O2)C=C1F)C#N)C([2H])([2H])[2H])=O (M)-6-(4-(4-(aminomethyl)-1-oxo-1,2-dihydrophthalazin-6-yl)-1-(methyl-d3)-1H-pyrazol-5-yl)-5-fluoro-3H-spiro[benzofuran-2,1'-cyclopropane]-7-carbonitrile